N-((S)-1-((1r,4S)-4-fluorocyclohexyl)-2-oxo-2-((4-(((S)-2-oxo-4-(trifluoromethyl)imidazolidin-1-yl)methyl)pyridin-2-yl)amino)ethyl)-4-methyl-1,2,5-oxadiazole-3-carboxamide FC1CCC(CC1)[C@@H](C(NC1=NC=CC(=C1)CN1C(N[C@@H](C1)C(F)(F)F)=O)=O)NC(=O)C1=NON=C1C